7-methoxy-2-chloro-3-benzimidazolyl-quinoline 3-nitrobenzenesulfonate sodium salt [Na+].[N+](=O)([O-])C=1C=C(C=CC1)S(=O)(=O)[O-].COC1=CC=C2C=C(C(=NC2=C1)Cl)C=1NC2=C(N1)C=CC=C2